CC1(C(O1)(C1=CC=CC=C1)CSC1=C(C=C(C=C1)C)C)C 3,3-dimethyl-2-((2,4-dimethylphenylthio)methyl)-2-phenyl-oxirane